[Ca+2].N[C@@H](C)C(=O)[O-].N[C@@H](C)C(=O)[O-] alanine calcium salt